2-((1-(2-(2,6-dimethyl-2H-indazol-5-yl)-6-methyl-4-oxo-4H-chromen-8-yl)ethyl)amino)benzoic acid CN1N=C2C=C(C(=CC2=C1)C=1OC2=C(C=C(C=C2C(C1)=O)C)C(C)NC1=C(C(=O)O)C=CC=C1)C